FC=1C=C(C=CC1)[C@@H]1N(CCC1)C=1C=CC=2N(C1)C(=CN2)C2=NC(=CC=C2)N2CCNCC2 (R)-6-(2-(3-fluorophenyl)pyrrolidin-1-yl)-3-(6-(piperazin-1-yl)pyridin-2-yl)imidazo[1,2-a]pyridine